monochlorotrisilan Cl[SiH]([SiH3])[SiH3]